BrC=1C(=C2C(=NC1)NC(=N2)C2=C(N(C(=C2)C)C2=CC=C(C(=O)N(C)CCN(C)C)C=C2)C)N[C@@H]2CN(CC2)S(=O)(=O)CC (S)-4-(3-(6-bromo-7-((1-(ethylsulfonyl)pyrrolidin-3-yl)amino)-3H-imidazo[4,5-b]pyridin-2-yl)-2,5-dimethyl-1H-pyrrol-1-yl)-N-(2-(dimethylamino)ethyl)-N-methylbenzamide